2-(methoxycarbonyl)-5-oxopyrrolidin COC(=O)C1NC(CC1)=O